OC1=C(C=CC=C1)C1=CC2=C(N=N1)NC1(C2)CN(C1)C(=O)OCC1=CC=CC=C1 benzyl 3'-(2-hydroxyphenyl)-5',7'-dihydrospiro[azetidine-3,6'-pyrrolo[2,3-c]pyridazine]-1-carboxylate